ClC=1C=CC(=C(C(=O)N/N=C(\C)/C2=CC3=CC=CC=C3C=C2)C1)OC (E)-5-chloro-2-methoxy-N'-(1-(naphthalen-2-yl)ethylidene)benzohydrazide